methyl 5-{[(1R)-1-(2-{[(2S)-1-aminopropan-2-yl]oxy}-5-fluorophenyl) ethyl]amino}pyrazolo[1,5-a]pyrimidine-3-carboxylate NC[C@H](C)OC1=C(C=C(C=C1)F)[C@@H](C)NC1=NC=2N(C=C1)N=CC2C(=O)OC